(R)-1-benzyl 2-methyl 4-oxopiperidine-1,2-dicarboxylate O=C1C[C@@H](N(CC1)C(=O)OCC1=CC=CC=C1)C(=O)OC